N-(6-amino-5-methyl-3-pyridyl)-N'-[(1R)-1-pyrimidin-2-ylethyl]-N'-[[5-(trifluoromethyl)-2-pyridyl]methyl]oxamide NC1=C(C=C(C=N1)NC(=O)C(=O)N(CC1=NC=C(C=C1)C(F)(F)F)[C@H](C)C1=NC=CC=N1)C